CN(C)C1=CC=C(C=C1)N(C)C.Cl.Cl Tetramethyl-p-phenylenediamine dihydrochloride